N1N=[SiH]C=C1 diaza-silole